C1(CC1)COC=1C=C(C(=O)NC2=NC=C(C=C2Cl)Cl)C=CC1OC(F)F 3-cyclopropylmethoxy-4-difluoromethoxy-N-[3,5-dichloropyridin-yl]-benzamide